(E)-Methyl 3-(3-(4,5-dichloro-2-hydroxyphenyl)-3-oxoprop-1-en-1-yl)benzoate ClC1=CC(=C(C=C1Cl)C(/C=C/C=1C=C(C(=O)OC)C=CC1)=O)O